1-(2-hydroxyethyl)-3-methylimidazole bis(trifluoromethanesulfonyl)imide salt [N-](S(=O)(=O)C(F)(F)F)S(=O)(=O)C(F)(F)F.OCCN1CN(C=C1)C